tert-Butyl (3aR,5r,6aS)-5-hydroxy-3,3a,4,5,6,6a-hexahydro-1H-cyclopenta[c]pyrrole-2-carboxylate OC1C[C@@H]2[C@@H](CN(C2)C(=O)OC(C)(C)C)C1